2-(4-(2-(3,4-dimethoxyphenyl)-3-isopropyl-1H-indol-5-yl)piperazin-1-yl)-N-methylethylamine COC=1C=C(C=CC1OC)C=1NC2=CC=C(C=C2C1C(C)C)N1CCN(CC1)CCNC